7-ethyl-4-(4-fluoro-3-(4-(oxetan-3-yloxy)benzofuran-7-yl)phenyl)-7H-imidazo[4,5-c]pyridazine C(C)N1C=NC2=C1N=NC=C2C2=CC(=C(C=C2)F)C2=CC=C(C=1C=COC12)OC1COC1